hydroxypelargonic acid OC(C(=O)O)CCCCCCC